ClC=1C(=CC2=C(N=C(S2)N2CC3C4C=CC(C3C2)C4)C1)C 4-(5-chloro-6-methyl-1,3-benzothiazol-2-yl)-4-azatricyclo[5.2.1.02,6]dec-8-ene